3-amino-2-methylpropyl-(triethoxysilane) NCC(C[Si](OCC)(OCC)OCC)C